NC1=CC(=NC(=C1C(=O)O)C)C1=CC=C(C=C1)OC1CCCCCC1 4-amino-6-(4-(cycloheptyloxy)phenyl)-2-methyl-nicotinic acid